4'-chloro-2',3',7',10'-tetraazaspiro[cyclopropane-1,12'-tricyclo[7.4.0.02,6]tridecane] ClC1NN2C3CC4(CNC3CNC2C1)CC4